ClC1=NN2C(C(=CC=C2)F)=N1 2-chloro-8-fluoro-[1,2,4]triazolo[1,5-a]pyridine